NC1=NC2=CC=C(C=C2C=C1C)C(=O)N(CC1=NC=C(C=C1)C(F)(F)F)CC1=CC=C(C=C1)N1CCCC1 2-amino-3-methyl-N-(4-(1-pyrrolidinyl)benzyl)-N-((5-(trifluoromethyl)-2-pyridinyl)methyl)-6-quinolinecarboxamide